6-(4-Ethyl-3-(hydroxymethyl)-5-oxo-4,5-dihydro-1H-1,2,4-triazol-1-yl)-7-fluoro-4-isopropyl-2-(3-methylpyrazin-2-yl)isoquinolin-1(2H)-one C(C)N1C(=NN(C1=O)C=1C=C2C(=CN(C(C2=CC1F)=O)C1=NC=CN=C1C)C(C)C)CO